tert-butyl 2-(4-((4-methoxybenzyl) amino)-6-((3-methyl-4-((1-methyl-1H-benzo[d]imidazol-5-yl) oxy) phenyl) amino) pyrimidin-5-yl)-3-oxa-1,7-diazaspiro[4.5]dec-1-ene-7-carboxylate COC1=CC=C(CNC2=NC=NC(=C2C2=NC3(CO2)CN(CCC3)C(=O)OC(C)(C)C)NC3=CC(=C(C=C3)OC3=CC2=C(N(C=N2)C)C=C3)C)C=C1